5-Octyltridecyl 5-(Methoxy(Methyl)Amino)-5-Oxopentanoate CON(C(CCCC(=O)OCCCCC(CCCCCCCC)CCCCCCCC)=O)C